4,4-dimethyl-6,7-dihydro-4H-pyrazolo[5,1-c][1,4]oxazine-2-sulfonamide CC1(OCCN2C1=CC(=N2)S(=O)(=O)N)C